CC1(OC2=CC(=C(C=C2C2C1CCC(=C2)C)C(=O)O)CCC)C 6,6,9-trimethyl-3-propyl-6a,7,8,10a-tetrahydro-6H-benzo[c]chromene-2-carboxylic acid